(S)-1-(4-((4-((R)-2-acetoxy-3-chloropropoxy)-3,5-dichlorophenyl)sulfonyl) phenoxy)-3-methoxypropan-2-yl acetate C(C)(=O)O[C@H](COC1=CC=C(C=C1)S(=O)(=O)C1=CC(=C(C(=C1)Cl)OC[C@H](CCl)OC(C)=O)Cl)COC